CN1C(C(C(C2=CC=CC=C12)=O)C1=CC(=CC=C1)C(=O)N1CCN(CC1)C(=O)C1CC1)C1=CC=C(C=C1)C(OCC)OCC methyl-3-(3-(4-(cyclopropanecarbonyl)piperazine-1-carbonyl)phenyl)-2-(4-(diethoxymethyl)phenyl)-4-oxo-1,2,3,4-tetrahydroquinoline